2-(3-(4-((1H-Indazol-5-yl)amino)quinazolin-2-yl)phenoxy)-N-isopropylacetamide N1N=CC2=CC(=CC=C12)NC1=NC(=NC2=CC=CC=C12)C=1C=C(OCC(=O)NC(C)C)C=CC1